piperazine mono-hydroiodic acid salt I.N1CCNCC1